1-(t-butoxycarbonyl)-3-methoxy-1H-indole-6-carboxylic acid C(C)(C)(C)OC(=O)N1C=C(C2=CC=C(C=C12)C(=O)O)OC